5-(3-fluoroimidazo[1,2-a]pyridin-6-yl)-N-((4r,7r)-1-oxaspiro[3.5]nonan-7-yl)-7H-pyrrolo[2,3-d]pyrimidin-2-amine FC1=CN=C2N1C=C(C=C2)C2=CNC=1N=C(N=CC12)NC1CCC2(CCO2)CC1